C(=O)(OC(C)(C)C)[C@@H]1N(C(CCNC1)C)[C@H](C)C1=CC=CC=C1 Boc-(R)-7-methyl-1-((R)-1-phenylethyl)-1,4-diazepane